((1S,4S,6R)-6-((5-chloropyrazin-2-yl)amino)-2-azabicyclo[2.2.1]heptan-2-yl)(3-fluoro-2-(5-fluoropyrimidin-2-yl)phenyl)methanone ClC=1N=CC(=NC1)N[C@@H]1C[C@@H]2CN([C@H]1C2)C(=O)C2=C(C(=CC=C2)F)C2=NC=C(C=N2)F